2,3-DIFLUORO-4-AMINO-PHENYLACETALDEHYDE FC1=C(C=CC(=C1F)N)CC=O